C(#N)C1=C(C=C(C=C1)NC1=NC=2N(C(=C1)NC1CC1)N=CC2C#N)CS(=O)(=O)C 5-((4-Cyano-3-((methylsulfonyl)methyl)phenyl)amino)-7-(cyclopropylamino)pyrazolo[1,5-a]pyrimidin-3-carbonitril